6-(2,7-dimethyl-2H-indazol-5-yl)-4-methoxy-2-(1,2,3,6-tetrahydropyridin-4-yl)-1,3-benzothiazole hydrochloride Cl.CN1N=C2C(=CC(=CC2=C1)C1=CC2=C(N=C(S2)C=2CCNCC2)C(=C1)OC)C